2-[4-[7-(2-fluoro-1-naphthyl)-2-[[(2S)-1-methylpyrrolidin-2-yl]methoxy]-6,8-dihydro-5H-pyrido[3,4-d]pyrimidin-4-yl]-1-prop-2-enoyl-piperazin-2-yl]acetonitrile FC1=C(C2=CC=CC=C2C=C1)N1CC=2N=C(N=C(C2CC1)N1CC(N(CC1)C(C=C)=O)CC#N)OC[C@H]1N(CCC1)C